NC=1C(=NC(=C(N1)C1=CC=C(C=C1)F)CCC1=CC=CC=C1)C#N 3-amino-5-(4-fluorophenyl)-6-phenethyl-pyrazine-2-carbonitrile